C(CCC)OC1=C(C(=CC=C1)F)B(O)O 2-BUTOXY-6-FLUOROPHENYLBORONIC ACID